C(C)(C)(C)OC(=O)N1CC(C(C1)C)N1C(N(C2=C1C=CC=C2OC)CC2=C(C=CC=C2)C(F)(F)F)=O 3-[4-methoxy-2-oxo-3-(2-trifluoromethyl-benzyl)-2,3-dihydro-benzoimidazol-1-yl]-4-methyl-pyrrolidine-1-carboxylic acid tert-butyl ester